ClC1=C(CCC(=S)O)C(=CC=C1)F.FC1(CC(C1)C1=NC(=NO1)C1(CCN(CC1)C(=O)[C@H]1NCC2(CCC2)[C@@H](C1)O)C(F)(F)F)F (4-(5-(3,3-difluorocyclobutyl)-1,2,4-oxadiazol-3-yl)-4-(trifluoromethyl)piperidin-1-yl)((7S,9R)-9-hydroxy-6-azaspiro[3.5]nonan-7-yl)methanone (2-chloro-6-fluorobenzyl)thioacetate